ClC1=CN(C=2N=CN=C(C21)NCC2=C(C=C(C=C2)OC)OC)C=2C=C(C=NC2)COC2=CC=C1C=CC(=NC1=C2)N(C)CC2=C(C=C(C=C2)OC)OC 7-((5-(5-chloro-4-(2,4-dimethoxybenzylamino)-7H-pyrrolo[2,3-d]pyrimidin-7-yl)pyridin-3-yl)methoxy)-N-(2,4-dimethoxybenzyl)-N-methylquinolin-2-amine